ClC=1C=C(C=C(C1)Cl)NC1=NC=C(C(=N1)NC1CCNCC1)C1=CC(=C(C=C1)OC)OC N2-(3,5-dichlorophenyl)-5-(3,4-dimethoxyphenyl)-N4-(piperidin-4-yl)pyrimidine-2,4-diamine